5-Chloroimidazo[1,2-a]pyridine ClC1=CC=CC=2N1C=CN2